1,13-bis(heptylthio)-7-oxotridecane-2,12-diylbis(decanoate) C(CCCCCC)SCC(CCCCC(CCCCC(CSCCCCCCC)CCCCCCCCCC(=O)[O-])=O)CCCCCCCCCC(=O)[O-]